ClC1=NC(=NC=N1)N1CC2(C1)C[C@@H](CC2)N2CCC(CC2)C2=C(C=CC=C2)OCC2CCOCC2 (R)-2-(4-chloro-1,3,5-triazin-2-yl)-6-(4-(2-((tetrahydro-2H-pyran-4-yl)methoxy)phenyl)piperidin-1-yl)-2-azaspiro[3.4]octane